CN(C(=O)C1=C(C=CC=C1)[S+](C1=C(C=CC=C1)C(N(C)C)=O)C1=C(C=CC=C1)C(N(C)C)=O)C tris(dimethylcarbamoylphenyl)sulfonium